(trimethylsilyl)oxycyclotrisiloxane (R)-Methyl-6-(1-amino-4-methyl-1-oxopentan-2-ylamino)-4-cyano-2-(1-methyl-1H-pyrazol-4-yl)nicotinate COC(C1=C(N=C(C=C1C#N)N[C@@H](C(=O)N)CC(C)C)C=1C=NN(C1)C)=O.C[Si](O[SiH]1O[SiH2]O[SiH2]O1)(C)C